N(=[N+]=[N-])CC1=NC(=C(C#N)C=C1Br)Cl 6-(azidomethyl)-5-bromo-2-chloronicotinonitrile